bromo-2,5-dimethylphenyl-acetic acid BrC(C(=O)O)C1=C(C=CC(=C1)C)C